3-(5-Benzylpyrimidin-2-yl)propan-1-ol C(C1=CC=CC=C1)C=1C=NC(=NC1)CCCO